(Z)-5-(benzo[d][1,3]dioxol-5-ylmethylene)-2-(benzyl-(methyl)amino)-3,5-dihydro-4H-imidazol-4-one O1COC2=C1C=CC(=C2)\C=C/2\C(NC(=N2)N(C)CC2=CC=CC=C2)=O